2-benzyloxy-6-nitrobenzene C(C1=CC=CC=C1)OC1=CC(=CC=C1)[N+](=O)[O-]